FC(C=1C=CC=2N(N1)C(=CN2)C2=CC(=NC=N2)N2C(C(OC(C2)(C)C)CNS(=O)(=O)C)C)F N-[[4-[6-[6-(Difluoromethyl)imidazo[1,2-b]pyridazin-3-yl]pyrimidin-4-yl]-3,6,6-trimethyl-morpholin-2-yl]methyl]methanesulfonamide